5-(methyl)-(6S)-tetrahydrofolic acid CN1C=2C(NC(=NC2NC[C@@H]1CNC1=CC=C(C(N[C@@H](CCC(=O)O)C(=O)O)=O)C=C1)N)=O